6-fluoro-7-(2-fluoro-6-hydroxyphenyl)-1-(2-methyl-6-(2-methyl-2-propanyl)phenyl)-4-((2S)-2-methyl-4-(2-propenoyl)-1-piperazinyl)pyrido[2,3-d]pyrimidin-2(1H)-one FC1=CC2=C(N(C(N=C2N2[C@H](CN(CC2)C(C=C)=O)C)=O)C2=C(C=CC=C2C(C)(C)C)C)N=C1C1=C(C=CC=C1O)F